2-chloro-N-(4-(4-chlorophenyl)-2-(4,4-difluorocyclohexyl)pyridin-3-yl)pyrimidine-5-carboxamide ClC1=NC=C(C=N1)C(=O)NC=1C(=NC=CC1C1=CC=C(C=C1)Cl)C1CCC(CC1)(F)F